5-chloro-3-cyclopropyl-N-((5-cyclopropylimidazo[1,2-a]pyridin-2-yl)methyl)pyrazolo[1,5-a]pyrimidin-7-amine ClC1=NC=2N(C(=C1)NCC=1N=C3N(C(=CC=C3)C3CC3)C1)N=CC2C2CC2